(3aR,5s,6aS)-N-[6-(2-chloro-5-fluoro-phenyl)pyridazin-3-yl]-2-(4-pyridylmethyl)-3,3a,4,5,6,6a-hexahydro-1H-cyclopenta[c]pyrrol-5-amine ClC1=C(C=C(C=C1)F)C1=CC=C(N=N1)NC1C[C@@H]2[C@@H](CN(C2)CC2=CC=NC=C2)C1